Cl.CC1=C(C(=NO1)C1[C@H]2CNC[C@@H]12)C1=NC=CC=C1 (1R,5S,6r)-6-[5-methyl-4-(2-pyridinyl)-1,2-oxazol-3-yl]-3-azabicyclo[3.1.0]hexane hydrochloride